thiochromene-dione S1(CC=CC2=CC=CC=C12)(=O)=O